(S)-N-(2-(1-cyclopropyl-2-hydroxy-2-methylpropyl)-3-oxoisoindolin-4-yl)-6,7-dihydro-5H-cyclopenta[b]pyridine-4-carboxamide C1(CC1)[C@@H](C(C)(C)O)N1CC2=CC=CC(=C2C1=O)NC(=O)C1=C2C(=NC=C1)CCC2